N1(CCCCCC1)C1=C(C=CC(=C1)Br)/C=C/C(=O)O (2E)-3-[2-(AZEPAN-1-YL)-4-BROMOPHENYL]PROP-2-ENOIC ACID